1-(cyclopropylmethyl)-3-(naphthalen-2-yl)-1H-pyrazolo[3,4-d]pyrimidin-4-amine C1(CC1)CN1N=C(C=2C1=NC=NC2N)C2=CC1=CC=CC=C1C=C2